(2,2,2-trifluoro-1-methyl-ethyl)hydrazine FC(C(C)NN)(F)F